N-(3-hydroxy-3-methylbutyl)-4-(isopropylamino)-7-methyl-6-(thiazol-5-yl)quinoline-3-carboxamide OC(CCNC(=O)C=1C=NC2=CC(=C(C=C2C1NC(C)C)C1=CN=CS1)C)(C)C